(R)- and (S)-3-((3-(1-(2-((tert-butyldimethylsilyl)oxy)ethyl)-1H-pyrrolo[3,2-c]pyridin-7-yl)-6-(methylthio)-2,4-dioxo-3,4-dihydro-1,3,5-triazin-1(2H)-yl)methyl)-4-chlorobenzonitrile [Si](C)(C)(C(C)(C)C)OCCN1C=CC=2C=NC=C(C21)N2C(N(C(=NC2=O)SC)CC=2C=C(C#N)C=CC2Cl)=O